C(CCC(=O)OCC(CCCCCCCCCC)CCCCCCCC)(=O)OCC(COC(CCC(=O)OCC(CCCCCCCCCC)CCCCCCCC)=O)OC(CCCN(C)C)=O O'-(2-((4-(dimethylamino) butyryl) oxy) propane-1,3-diyl) bis(2-octyldodecanyl) disuccinate